tert-butyl (2R,3S,4S)-3-({[2-(azetidin-1-yl)ethyl]carbamoyl}oxy)-4-[(tert-butoxycarbonyl) oxy]-2-[(4-methoxyphenyl)methyl]pyrrolidine-1-carboxylate N1(CCC1)CCNC(=O)O[C@H]1[C@H](N(C[C@@H]1OC(=O)OC(C)(C)C)C(=O)OC(C)(C)C)CC1=CC=C(C=C1)OC